CN1N=C2C=CC(=CC2=C1C(=O)NCC(C)(N1CCOCC1)C)OCC1=C(N=CS1)C 2-methyl-5-[(4-methyl-1,3-thiazol-5-yl)methoxy]-N-[2-methyl-2-(morpholin-4-yl)propyl]-2H-indazole-3-carboxamide